C(C)(C)S(=O)(=O)C1C(CNCC1)O 4-(isopropylsulfonyl)piperidin-3-ol